COC(CNC(=O)C1C2CN(CC12C=1C=C2C=NN(C2=CC1C)C1=CC=C(C=C1)F)S(=O)(=O)C1=NN(N=C1)C)OC N-(2,2-dimethoxyethyl)-1-(1-(4-fluorophenyl)-6-methyl-1H-indazol-5-yl)-3-((2-methyl-2H-1,2,3-triazol-4-yl)sulfonyl)-3-azabicyclo[3.1.0]hexane-6-carboxamide